2-[1-(difluoromethyl)-1H-pyrazol-4-yl]-N-[(dimethylamino)methylidene]-5-nitrobenzenesulfonamide FC(N1N=CC(=C1)C1=C(C=C(C=C1)[N+](=O)[O-])S(=O)(=O)N=CN(C)C)F